ClC1=CC=2C(C=N1)=C(N(N2)C2=CC=C(C=C2)F)C(=C)C 6-chloro-2-(4-fluorophenyl)-3-(prop-1-en-2-yl)-2H-pyrazolo[4,3-c]pyridine